tert-butyl N-[3-(4-bromo-6-fluoro-2-methyl-indazol-3-yl)propyl]-N-methyl-carbamate BrC=1C2=C(N(N=C2C=C(C1)F)C)CCCN(C(OC(C)(C)C)=O)C